FC(C=1C=CC(=NC1)CC=1N=NC=2C1C=NC1=CC=C(CC21)C(=O)N)(F)F [[5-(trifluoromethyl)-2-pyridyl]methyl]pyrazolo[4,3-c]quinoline-8-carboxamide